(S)-3-hydroxy-N,N-dimethylpyrrolidine-1-carboxamide O[C@@H]1CN(CC1)C(=O)N(C)C